3,4-dihydroxyphenylpropanol CCC(C1=CC(=C(C=C1)O)O)O